CO[C@@H]1CC[C@H](CC1)C=1C=C2C(=NC1)NC(N2C2CCN(CC2)C(C2=CC=C(C=C2)OC(F)(F)F)=O)=O trans-6-(4-methoxycyclohexyl)-1-[1-[4-(trifluoromethoxy)benzoyl]-4-piperidyl]-3H-imidazo[4,5-b]pyridin-2-one